S-isopropyl (S)-6-diazo-2-((S)-2-(methylthio)propanamido)-5-oxohexanethioate [N+](=[N-])=CC(CC[C@@H](C(SC(C)C)=O)NC([C@H](C)SC)=O)=O